(1-methyl-1H-1,2,4-triazol-3-yl)methane-d2-ol CN1N=C(N=C1)C(O)([2H])[2H]